Br.C(C(O)C(O)C(=O)O)(=O)O tartaric acid, Hydrobromide